BrCCCO C3-bromo-1-propanol